C(#N)[C@H](C[C@H]1C(NCCC1)=O)NC(=O)[C@H]1N([C@H]2CC([C@@H]1CC2)(F)F)C(=O)C=2NC1=C(C=CC(=C1C2)F)F (1R,3S,4R)-N-[(1S)-1-cyano-2-[(3S)-2-oxo-3-piperidyl]ethyl]-2-(4,7-difluoro-1H-indole-2-carbonyl)-5,5-difluoro-2-azabicyclo[2.2.2]octane-3-carboxamide